ClC=1C=C(C=CC1Cl)C=1N=C(SC1SC(C)C)N1N=C(C(=C1C(=O)O)C1=CC(=CC=C1)NS(=O)(=O)C)C 1-(4-(3,4-dichlorophenyl)-5-(isopropylthio)thiazol-2-yl)-3-methyl-4-(3-(methylsulfonamido)phenyl)-1H-pyrazole-5-carboxylic acid